N-(5-(6-(3,4-dimethoxyphenyl)pyrazin-2-yl)thiophen-3-yl)cyclopentanecarboxamide COC=1C=C(C=CC1OC)C1=CN=CC(=N1)C1=CC(=CS1)NC(=O)C1CCCC1